(E,Z)-8,10-dodecadienol C(CCCCCC\C=C\C=C/C)O